5-(4-aminophenyl)-10,15,20-triphenylporphyrin NC1=CC=C(C=C1)C=1C2=CC=C(N2)C(=C2C=CC(C(=C3C=CC(=C(C=4C=CC1N4)C4=CC=CC=C4)N3)C3=CC=CC=C3)=N2)C2=CC=CC=C2